[Cl-].[NH+]1=CC=CC=C1 pyridin-1-ium chloride